CC1=CC=2C(=NC=CC2C2=CC(NC(=C2)N2C(CCCC2)C(F)(F)F)=O)N1 4-(2-Methyl-1H-pyrrolo[2,3-b]pyridin-4-yl)-6-[2-(trifluoromethyl)-1-piperidyl]-1H-pyridin-2-one